C1(=CC=C(C=C1)N)C1=CC(=CC(=C1)N)C1=CC=C(C=C1)N [1,1':3',1''-terphenyl]-4,4'',5'-triamine